C(C)C=1N=C2N(C=C(C=C2)C=2C=NC(=NC2)N2CCC(CC2)O)C1N(C=1SC(=C(N1)C1=CC=C(C=C1)F)C#N)C 2-((2-ethyl-6-(2-(4-hydroxypiperidin-1-yl)pyrimidin-5-yl)imidazo[1,2-a]pyridin-3-yl)(methyl)amino)-4-(4-fluorophenyl)thiazole-5-carbonitrile